monoethyl 2-isopropylmalonate C(C)(C)C(C(=O)OCC)C(=O)[O-]